1,2-bis(dimethoxy(methyl)silyl)ethane CO[Si](CC[Si](C)(OC)OC)(C)OC